2,6-dideoxy-D-arabino-hexopyranose OC1C[C@@H](O)[C@H](O)[C@H](O1)C